1-acetylamino-4-aminoadamantane C(C)(=O)NC12CC3C(C(CC(C1)C3)C2)N